O=C1N(C(CCC1N1C(N(C2=C1C=CC(=C2)N2CC1CCC(C2)N1C(=O)OC(C)(C)C)C)=O)=O)COCC[Si](C)(C)C tert-butyl 3-(1-(2,6-dioxo-1-((2-(trimethylsilyl)ethoxy)methyl)piperidin-3-yl)-3-methyl-2-oxo-2,3-dihydro-1H-benzo[d]imidazol-5-yl)-3,8-diazabicyclo[3.2.1]octane-8-carboxylate